C(C)N1N=CN=C1 1-ethyl-1,2,4-triazole